OCC1CCC(CC1)OC(C(=C)C)=O 4-hydroxymethylcyclohexyl(methyl)acrylate